BrC=1C=C(CN(C1)C)NC1=NNC(=C1)C 5-Bromo-1-methyl-3-(5-methyl-1H-pyrazol-3-ylamino)pyridin